N,N'-bis(1,3-dimethylbutyl)-p-phenylenediamine CC(CC(C)C)NC1=CC=C(C=C1)NC(CC(C)C)C